BrC(=C)C(C(C(C(C(C(F)(F)F)(F)F)(F)F)(F)F)(F)F)(F)F 2-Bromo-2-(Perfluorohexyl)ethene